(2R,3S)-2-(3-(4-chloro-5-nitro-1H-benzo[d]imidazol-1-yl)propyl)piperidin-3-ol dihydrochloride Cl.Cl.ClC1=C(C=CC=2N(C=NC21)CCC[C@H]2NCCC[C@@H]2O)[N+](=O)[O-]